2-trifluoromethyl-thiadiazole FC(N1SC=CN1)(F)F